BrC1=C(OCC2=CC=C(C=C2)NC([C@H](CCCNC(=O)N)NC(=O)C2(CCC2)C(=O)OCC)=O)C=CC=C1 (S)-ethyl 1-((1-((4-((2-bromophenoxy)methyl)phenyl)amino)-1-oxo-5-ureido pentan-2-yl)carbamoyl)cyclobutanecarboxylate